BrC1=CC(=NC=C1)C(CO)(CO)C(C)C1=CC2=C(OC(O2)(F)F)C=C1 2-(4-bromo-2-pyridinyl)-2-[1-(2,2-difluoro-1,3-benzodioxol-5-yl)ethyl]propane-1,3-diol